bis(2-dimethyl aminoethyl) ether CN(CCOCCN(C)C)C